tert-butyl (1-(4-butyl-5-iodo-2-methoxyphenyl)propan-2-yl)carbamate C(CCC)C1=CC(=C(C=C1I)CC(C)NC(OC(C)(C)C)=O)OC